C(C)(C)(C)OC(=O)NCCCCCN N-(t-butoxycarbonyl)-1,5-pentanediamine